N=1SC=C2C1C=C(C=C2)C2=CC(=C(N)C=C2Cl)F 4-(benzo[c]isothiazol-6-yl)-5-chloro-2-fluoroaniline